4-fluoro-4-methylpiperidine hydrochloride Cl.FC1(CCNCC1)C